COC1=CC=C(N=N1)[C@@H](CC(=O)O)N1N=CC=C1CCCC1=NC=2NCCCC2C=C1 |r| (±)-3-(6-Methoxypyridazin-3-yl)-3-(5-(3-(5,6,7,8-tetrahydro-1,8-naphthyridin-2-yl)propyl)-1H-pyrazol-1-yl)propanoic acid